N-(3-(1-(2-chlorobenzyl)-1H-benzo[d]imidazol-2-yl)-1H-pyrazol-5-yl)-4-((1-methylpiperidin-4-yl)amino)benzamide ClC1=C(CN2C(=NC3=C2C=CC=C3)C3=NNC(=C3)NC(C3=CC=C(C=C3)NC3CCN(CC3)C)=O)C=CC=C1